tert-Butyl (S)-3-((4-((2,5-difluoro-4-(((R)-tetrahydrofuran-3-yl)methoxy)phenyl)amino)pyrido[3,2-d]pyrimidin-6-yl)oxy)pyrrolidine-1-carboxylate FC1=C(C=C(C(=C1)OC[C@H]1COCC1)F)NC=1C2=C(N=CN1)C=CC(=N2)O[C@@H]2CN(CC2)C(=O)OC(C)(C)C